OCCOC(C#CC1=CC=C(C=N1)OC1CC(C1)O)C 3-((6-(3-(2-hydroxyethoxy)but-1-yn-1-yl)pyridin-3-yl)oxy)cyclobutan-1-ol